phenyl-(4-phenylthiophenyl)methanone C1(=CC=CC=C1)C(=O)C1=CC=C(C=C1)SC1=CC=CC=C1